(R)-ethyl 2-(2-((6-(1-aminoisoquinolin-5-yl)-2,3-dihydro-1H-inden-1-yl)oxy)-6-(trifluoromethoxy)phenyl)acetate NC1=NC=CC2=C(C=CC=C12)C1=CC=C2CC[C@H](C2=C1)OC1=C(C(=CC=C1)OC(F)(F)F)CC(=O)OCC